FC1=C(C=C(C=C1)OC=1C(=C2C=CNC2=CC1F)S(=O)(=O)C)N1N=C(C=C1)C1(COC2=C1C=CC=C2CC(=O)O)C 2-[3-[1-[2-fluoro-5-[(6-fluoro-4-methylsulfonyl-1H-indol-5-yl)oxy]phenyl]pyrazol-3-yl]-3-methyl-2H-benzofuran-7-yl]acetic acid